C(CCCCCCC)[Si](OCCCC)(OCCCC)OCCCC octyl-tributoxysilane